(R)-methyl 2-(3-bromo-phenyl)-2-hydroxy-propionate BrC=1C=C(C=CC1)[C@@](C(=O)OC)(C)O